COC=1C=C(C=CC1OC)/C=C/C1=NC=2N(C(N(C(C2N1C)=S)CC)=O)CC 8-[(E)-2-(3,4-dimethoxyphenyl)vinyl]-1,3-diethyl-7-methyl-6-thioxo-purin-2-one